N-(4-(5-benzamido-1-methyl-1H-pyrazol-3-yl)phenyl)-2-((prop-2-yn-1-yloxy)methyl)benzamide C(C1=CC=CC=C1)(=O)NC1=CC(=NN1C)C1=CC=C(C=C1)NC(C1=C(C=CC=C1)COCC#C)=O